tert-butyl (tert-butoxycarbonyl)(4-((2-methoxyacetamido)methyl)-6-(trifluoromethyl)benzo[d]thiazol-2-yl)carbamate C(C)(C)(C)OC(=O)N(C(OC(C)(C)C)=O)C=1SC2=C(N1)C(=CC(=C2)C(F)(F)F)CNC(COC)=O